NC=1C=C(C=CC1C(=O)OC)C1=C(C=C(C=C1)F)F methyl 3-amino-2',4'-difluoro-[1,1'-biphenyl]-4-carboxylate